4-methyl-N-(1-allylindol-2-ylidene)benzenesulfonamide CC1=CC=C(C=C1)S(=O)(=O)N=C1N(C2=CC=CC=C2C1)CC=C